C(C1=CC=CC=C1)NC(OC1=CC(=CC=C1)C=1C=NC=C(C1)C=1SC=NN1)=O 3-(5-(1,3,4-thiadiazol-2-yl)pyridin-3-yl)phenyl benzylcarbamate